OC(CC(=O)O)CCCCCCCO 3,10-dihydroxyl-decanoic acid